2-acetamido-N4-(2-(2-(2-(2-aminoethoxy)ethoxy)ethoxy)ethyl)-N1-(4-methyl-5-nitrothiazol-2-yl)terephthalamide C(C)(=O)NC1=C(C(=O)NC=2SC(=C(N2)C)[N+](=O)[O-])C=CC(=C1)C(=O)NCCOCCOCCOCCN